4-phenylene bis(4-aminobenzoate) NC1=CC=C(C(=O)OC2=C(C=CC=C2)OC(C2=CC=C(C=C2)N)=O)C=C1